CC1=NN(C(=N1)C=1N=C2N(CCOC3=C2C=CC(=C3)C=3C=NN(C3)C(C(=O)N)(C)C)C1)C(C)C 4-[5,6-dihydro-2-[3-methyl-1-(1-methylethyl)-1H-1,2,4-triazol-5-yl]imidazo[1,2-d][1,4]benzoxazepin-9-yl]-α,α-dimethyl-1H-Pyrazole-1-acetamide